ethyl 2-(1,1-difluoroethyl)-4-phenoxypyrimidine-5-carboxylate FC(C)(F)C1=NC=C(C(=N1)OC1=CC=CC=C1)C(=O)OCC